[6-[3-(1-hydroxycyclopropyl)-1,2,4-triazol-1-yl]-2-azaspiro[3.3]heptan-2-yl]-[6-[[5-methyl-3-(trifluoromethyl)pyrazol-1-yl]methyl]-2-azaspiro[3.3]heptan-2-yl]methanone OC1(CC1)C1=NN(C=N1)C1CC2(CN(C2)C(=O)N2CC3(C2)CC(C3)CN3N=C(C=C3C)C(F)(F)F)C1